1-(4-(4-isopropyl-5-(8-methyl-[1,2,4]triazolo[1,5-a]pyridin-6-yl)-1H-pyrazol-3-yl)phenyl)-4-(oxetan-3-yl)piperazin-2-one C(C)(C)C=1C(=NNC1C=1C=C(C=2N(C1)N=CN2)C)C2=CC=C(C=C2)N2C(CN(CC2)C2COC2)=O